[Si](C)(C)(C(C)(C)C)OC[C@@H](N)C1=CC(=CC(=C1)OC)F (S)-2-((tert-Butyldimethylsilyl)oxy)-1-(3-fluoro-5-methoxyphenyl)ethan-1-amine